FC(C1(CC1)N1C=C(C(=CC1=O)NC1CCN(CC1)C)C(=O)N[C@H](C)C1=C(C(=CC=C1)C(F)(F)F)C)F (R)-1-(1-(difluoromethyl)cyclopropyl)-N-(1-(2-methyl-3-(trifluoromethyl)phenyl)ethyl)-4-((1-methylpiperidin-4-yl)amino)-6-oxo-1,6-dihydropyridine-3-carboxamide